dinormal propyl peroxycarbonate C(OCCC)(=O)OOCCC